FC=1C(=NN(C1)C(C)C)S(=O)(N)=NC(NC1=C2C(=NC3=C1CCC3)[C@@H](CC2)C)=O 4-Fluoro-1-isopropyl-N'-(((R)-3-methyl-1,2,3,5,6,7-hexahydrodicyclopenta[b,e]pyridin-8-yl)carbamoyl)-1H-pyrazole-3-sulfonimidamide